1-bromo-4-(chloromethyl)-2-fluoro-5-methylbenzene BrC1=C(C=C(C(=C1)C)CCl)F